4-(3-Methoxy-4-{[3-(trifluoromethyl)pyridin-4-yl]methoxy}phenyl)-2H,6H,7H-pyrazolo[3,4-b]pyridin-6-one COC=1C=C(C=CC1OCC1=C(C=NC=C1)C(F)(F)F)C=1C=2C(NC(C1)=O)=NNC2